CC1=CC=C(C=C1)S(=O)(=O)[O-].[Zn+2].FC1=C(NC2=C(C=C(C=3N2C=NC3)C=O)C(=O)OC)C=CC(=C1)I.CC1=CC=C(C=C1)S(=O)(=O)[O-] Methyl 5-(2-fluoro-4-iodoanilino)-8-formylimidazo[1,5-a]pyridine-6-carboxylate Zinc p-Toluenesulphonate